C(CCC)OC(NC1CCN(CC1)C1=NC(=C(C2=C1N=CO2)C2=CC(=C(C=C2)OC)O)C2=CC(=C(C=C2)C#N)F)=O butyl(1-(6-(4-cyano-3-fluorophenyl)-7-(3-hydroxy-4-methoxyphenyl)oxazolo[4,5-c]pyridin-4-yl)piperidin-4-yl)carbamate